(3aR,6aS)-5-[[6-(1,3-dimethylpyrazol-4-yl)pyridazin-3-yl]oxy-methyl]-2-(2-pyridylmethyl)-3,3a,4,5,6,6a-hexa-hydro-1H-cyclopenta[c]pyrrole CN1N=C(C(=C1)C1=CC=C(N=N1)OCC1C[C@@H]2[C@@H](CN(C2)CC2=NC=CC=C2)C1)C